N1N=C(C2=CC=CC=C12)C1=NC=2C(CCNC2C=C1)(C)C 2-(1H-indazol-3-yl)-8,8-dimethyl-6,7-dihydro-5H-1,5-naphthyridine